BrC=1C=C(C2=CC=CC=C2C1)C(=O)N[C@@H]1CCO[C@]12O[C@@H]([C@@H]([C@@H]([C@H]2O)N2N=NC(=C2)C2=CC(=C(C(=C2)F)F)F)O)CO 3-Bromo-N-((4R,5S,7R,8R,9S,10R)-8,10-dihydroxy-7-(hydroxymethyl)-9-(4-(3,4,5-trifluorophenyl)-1H-1,2,3-triazol-1-yl)-1,6-dioxaspiro[4.5]decan-4-yl)-1-naphthamide